tert-butyl (E)-3-(2-fluoro-4-(trifluoromethyl)styryl)azetidine-1-carboxylate FC1=C(/C=C/C2CN(C2)C(=O)OC(C)(C)C)C=CC(=C1)C(F)(F)F